3-[(2S,3R)-3-(1-cyclopropylcyclopropoxy)-2-[(2,2,2-trifluoroacetyl)amino]butanoyl]-6,6-dimethyl-3-azabicyclo[3.1.0]hexane-2-carboxamide C1(CC1)C1(CC1)O[C@@H]([C@@H](C(=O)N1C(C2C(C2C1)(C)C)C(=O)N)NC(C(F)(F)F)=O)C